N-acetyl-γ-aminobutyric acid C(C)(=O)NCCCC(=O)O